bis(4-t-butylbenzoate) aluminum [Al+2].C(C)(C)(C)C1=CC=C(C(=O)[O-])C=C1.C(C)(C)(C)C1=CC=C(C(=O)[O-])C=C1